Ethyl 2-(2,6-difluoro-4-((5-oxo-4-(4-(trifluoromethoxy) phenyl)-4,5-dihydro-1H-1,2,4-triazol-1-yl) methyl) phenoxy)-2-methylpropionate FC1=C(OC(C(=O)OCC)(C)C)C(=CC(=C1)CN1N=CN(C1=O)C1=CC=C(C=C1)OC(F)(F)F)F